C(C#C)OC1=CC=CC=C1 (prop-2-yn-1-yloxy)benzene